COC(C(=O)O)(CC)NC methoxy-2-(methylamino)butanoic acid